CC=1C=C(C=CC1C)CCC1=CC(=C(C=C1)C)C 1,2-bis(3,4-dimethylphenyl)ethane